C[NH+](CCCCCCCCCCCCCCCC)CCCCCCCCCCCCCCCCCC N-methyl-N-octadecyl-N-hexadecylammonium